2-[(4-methoxyphenyl)methylamino]-2-[4-(trifluoromethyl)-3-pyridyl]acetonitrile COC1=CC=C(C=C1)CNC(C#N)C=1C=NC=CC1C(F)(F)F